COC(C(=C=O)C1=C(C=CC=C1)CBr)=O (E)-2-(2'-bromomethylphenyl)-2-carbonylacetic acid methyl ester